(E)-3-((5-bromopyridin-2-yl)amino)-1-phenylprop-2-en-1-one BrC=1C=CC(=NC1)N/C=C/C(=O)C1=CC=CC=C1